3-ETHYLTHIOPHENE C(C)C1=CSC=C1